C(#N)C1=CC(=NC=C1)N1[C@@H](CCC1=O)C(=O)N([C@]1(CCC2=CC=CC=C12)C(=O)C1CCC(CC1)(C)C)C1=CC(=CC=C1)F (S)-1-(4-cyanopyridin-2-yl)-N-(3-fluorophenyl)-N-((S)-1-(4,4-dimethylcyclohexanecarbonyl)-2,3-dihydro-1H-inden-1-yl)-5-oxopyrrolidine-2-carboxamide